C(\C=C/C(=O)OCC)(=O)OCC diethyl (Z)-but-2-enediate